2,6-diaminobenzotrifluoride NC1=C(C(=CC=C1)N)C(F)(F)F